CC1=NC=C2N1C(=NN=C2C2=C(C=C(C=C2)C(F)(F)F)O)N[C@H]2CN(CCC2)C 2-(6-methyl-4-{[(3R)-1-methylpiperidin-3-yl]amino}imidazo[1,5-d][1,2,4]triazin-1-yl)-5-(trifluoromethyl)phenol